C(CCC)C1C(OC(OC1CCCCC)CCCCCCCCC)O (±)-5-butyl-2-nonyl-6-pentyl-1,3-dioxan-4-ol